CC1=NNC2=CC=C(C=C12)C1=CC2=C(N(C3=C(O2)C=C(C=C3)C=3C=C2C(=NNC2=CC3)C)CCN3CCOCC3)N=C1 3,7-bis(3-methyl-1H-indazol-5-yl)-10-(2-morpholinoethyl)-10H-benzo[b]pyrido[2,3-e][1,4]oxazine